C(C1=C(C(=C(C(=C1)C)O)N)C)C1=C(C(=C(C(=C1)C)O)N)C methylenebis(2-amino-3,6-dimethylphenol)